tert-butyl 4-(4-((2,4-dimethoxybenzyl)amino)-3-(trimethylstannyl)-1H-pyrazolo[3,4-d]pyrimidin-1-yl)piperidine-1-carboxylate COC1=C(CNC2=C3C(=NC=N2)N(N=C3[Sn](C)(C)C)C3CCN(CC3)C(=O)OC(C)(C)C)C=CC(=C1)OC